NC1=C(C(=NN1C(C)C)C(=O)NC=1C=NC=C(C1)NC(CC1=CC=C(C=C1)Cl)=O)C(=O)NC 5-amino-N3-(5-(2-(4-chlorophenyl)acetylamino)pyridin-3-yl)-1-isopropyl-N4-methyl-1H-pyrazole-3,4-dicarboxamide